N[C@H]1[C@@H](C[C@H](CC1)O)O (1S,3R,4R)-4-aminocyclohexane-1,3-diol